2-(4-(indolin-5-ylsulfonyl)piperazin-1-yl)-4-(trifluoromethyl)thiazole N1CCC2=CC(=CC=C12)S(=O)(=O)N1CCN(CC1)C=1SC=C(N1)C(F)(F)F